NCCCC(=O)N1CCC(CC1)C(=O)NC1=CC=C(C=C1)C#CCN 1-(4-aminobutanoyl)-N-(4-(3-aminoprop-1-yn-1-yl)phenyl)piperidine-4-carboxamide